2,2-dimethyl-4-(3-(3-methyl-1H-indazol-5-yl)imidazo[1,2-b]pyridazin-6-yl)morpholine CC1(CN(CCO1)C=1C=CC=2N(N1)C(=CN2)C=2C=C1C(=NNC1=CC2)C)C